FC1=C(CNC2=NC(=NC=C2C(=O)N)NC=2C=NN(C2)C)C(=CC=C1C)F 4-[(2,6-difluoro-3-methylbenzyl)amino]-2-[(1-methyl-1H-pyrazol-4-yl)amino]pyrimidin-5-carboxamide